BrC1=C(C=CC=C1)NC(=O)C=1SC=CC1 N-(2-bromophenyl)thiofuran-2-carboxamide